C(C1=CC=CC=C1)N1[C@H](CCCC1)C (2S)-1-benzyl-2-methylpiperidin